C(C=C)(=O)OC(COC(C=C)=O)CC(C(C(C(C(C(C(C(F)(F)F)(F)F)(F)F)(F)F)(F)F)(F)F)(F)F)(F)F 2,2,3,3,4,4,5,5,6,6,7,7,8,8,9,9,9-heptadecafluorononylethylene glycol diacrylate